C(C1=CC=CC=C1)OC(=O)[C@H]1NC[C@@H](C1)C1=C(C=CC=C1)C (2S,4S)-4-(ortho-tolyl)pyrrolidine-2-carboxylic acid benzyl ester